FC=1C=C(C=CC1CNC)N1N=C2C(=CC=CC2=C1)C(=O)N 2-{3-fluoro-4-[(methylamino)methyl]phenyl}-2H-indazole-7-carboxamide